2,2'-Azobis(3-ethylbenzothiazoline-6-sulfonic Acid) N(=NC1SC2=C(N1CC)C=CC(=C2)S(=O)(=O)O)C2SC1=C(N2CC)C=CC(=C1)S(=O)(=O)O